4,4'-(1,4-phenylene)bis(2,3,5-triphenylcyclopenta-2,4-dienone) C1(=CC=C(C=C1)C=1C(=C(C(C1C1=CC=CC=C1)=O)C1=CC=CC=C1)C1=CC=CC=C1)C=1C(=C(C(C1C1=CC=CC=C1)=O)C1=CC=CC=C1)C1=CC=CC=C1